methyl 6-((16-(1-(6-(methoxycarbonyl)pyridin-2-yl)-8-thiocyanatooctyl)-1,4,10,13-tetraoxa-7,16-diazacyclooctadecan-7-yl)methyl)picolinate COC(=O)C1=CC=CC(=N1)C(CCCCCCCSC#N)N1CCOCCOCCN(CCOCCOCC1)CC1=CC=CC(=N1)C(=O)OC